O=C1NC(CCC1N1CC2=CC=C(C=C2C1)N1CCNCC1)=O 2-(2,6-dioxopiperidin-3-yl)-5-(piperazin-1-yl)isoindoline